(2S,3R,4R,5S)-3,4,5-tris(benzyloxy)-2-(bromomethyl)-1-(3-phenylpropyl)piperidine methyl-4-amino-3-chloro-5-fluoro-6-(7-fluoro-1H-indol-6-yl)pyridine-2-carboxylate COC(=O)C1=NC(=C(C(=C1Cl)N)F)C1=CC=C2C=CNC2=C1F.C(C1=CC=CC=C1)O[C@@H]1[C@H](N(C[C@@H]([C@H]1OCC1=CC=CC=C1)OCC1=CC=CC=C1)CCCC1=CC=CC=C1)CBr